O(C1=CC=CC=C1)CCOC1=CC=C2C=CC(C2=C1)=O 6-(2-phenoxyethoxy)-1H-inden-1-one